ClC=1C=C(C=NC(C(=O)OC)CC2=CC=C(C=C2)O)C=C(C1)O methyl 2-(3-chloro-5-hydroxybenzylidene-amino)-3-(4-hydroxyphenyl)propanoate